N-vinylhydroxyacetamide C(=C)NC(CO)=O